N1CCN=CC1 1,2,3,6-tetrahydropyrazine